C1(CC1)C=1C=C(CN(C(CN(S(=O)(=O)C2=C(C(=C(C(=C2F)F)F)F)F)CC2=C(C=C(C=C2F)F)F)=O)C2=C(C=C(C(=O)O)C=C2C)C)C=C(C1)N1CCCC1 4-(N-(3-cyclopropyl-5-(pyrrolidin-1-yl)benzyl)-2-(N-(2,4,6-trifluorobenzyl)-(2,3,4,5,6-pentafluoro-phenyl)sulfonamido)acetamido)-3,5-dimethylbenzoic acid